3-(4-methylpiperazin-1-yl)-propionic acid CN1CCN(CC1)CCC(=O)O